3-chloropyridin-1-ium ClC=1C=[NH+]C=CC1